tetrahydrodioxopteridine O=C1NC(NC2=NC=CN=C12)=O